OCCN1C[C@@H](CCC1)NC=1OC=2C(=NC(=CN2)C2=C(C=C(C#N)C=C2OCOCC[Si](C)(C)C)C)N1 4-[2-[[(3R)-1-(2-hydroxyethyl)-3-piperidyl]amino]oxazolo[4,5-b]pyrazin-5-yl]-3-methyl-5-(2-trimethylsilylethoxymethoxy)benzonitrile